ClC1=C(CNCC=2C(=CC(=NC2)C(=O)OC)OC)C=CC=C1Cl methyl 5-(((2,3-dichlorobenzyl) amino) methyl)-4-methoxypyridinecarboxylate